methyl 5-{3-[(tert-butyldiphenylsilyl)oxy]-2,2-dimethylpropoxy}-4-(2,6-dimethoxyphenyl)-6-oxopyran-2-carboxylate [Si](C1=CC=CC=C1)(C1=CC=CC=C1)(C(C)(C)C)OCC(COC1=C(C=C(OC1=O)C(=O)OC)C1=C(C=CC=C1OC)OC)(C)C